C(C)N1C(NC2=CC(=CC=C2C1)CN1CCN(CC1)C=1C(=NC(=CC1)C)C(=O)NC)=O (4-((3-ethyl-2-oxo-1,2,3,4-tetrahydroquinazolin-7-yl)methyl)piperazin-1-yl)-N,6-dimethylpicolinamide